(4S,11bR)-4-(2-((R)-Naphthalen-1-yl(phenyl)silyl)phenyl)-2,6-diphenyl-4,5-dihydro-3H-dinaphtho[2,1-c:1',2'-e]phosphepine C1(=CC=CC2=CC=CC=C12)[Si@H](C1=C(C=CC=C1)P1CC2=C(C3=C(C1)C(=CC1=CC=CC=C13)C1=CC=CC=C1)C=1C=CC=CC1C=C2C2=CC=CC=C2)C2=CC=CC=C2